BrC=1C(=C2C(=NC1)NCC21CC1)C 5'-Bromo-4'-methyl-1',2'-dihydrospiro[cyclopropane-1,3'-pyrrolo[2,3-b]pyridine]